C12CN(CC(N1)C2)C=2OC1=C(N2)C=C(C=C1C=1SC=CN1)O 2-(3,6-diazabicyclo[3.1.1]heptan-3-yl)-7-(thiazol-2-yl)benzo[d]oxazol-5-ol